OCC=1SC2=C(N(C=3C(N(N=CC32)CC3=CC(=CC=C3)OC)=O)C)N1 2-(hydroxymethyl)-6-(3-methoxybenzyl)-4-methyl-4H-thiazolo[5',4':4,5]pyrrolo[2,3-d]pyridazin-5(6H)-one